CC1=NC(=NC=C1)OC1=CC=C(C=O)C=C1 4-((4-methylpyrimidin-2-yl)oxy)benzaldehyde